6-(3-amino-6-bromo-5-fluoropyrazin-2-yl)-4-chloroisoquinoline NC=1C(=NC(=C(N1)F)Br)C=1C=C2C(=CN=CC2=CC1)Cl